P(OCCCCC)(OCCCCC)OC1=CC=CC=C1 diamyl phenyl phosphite